[1,1':3',1''-terphenyl]-2,3,6-tricarbonitrile C1(=C(C(=CC=C1C#N)C#N)C#N)C1=CC(=CC=C1)C1=CC=CC=C1